15-((allyloxy)methyl)-25-azido-15-methyl-2,5,7,10,13,17,20,23-octaoxapentacosane C(C=C)OCC(COCCOCCOCOCCOC)(COCCOCCOCCN=[N+]=[N-])C